N-[(4S)-chroman-4-yl]-4-(dimethylamino)-8-(1H-indol-4-yl)-1,7-naphthyridine-3-carboxamide O1CC[C@@H](C2=CC=CC=C12)NC(=O)C=1C=NC2=C(N=CC=C2C1N(C)C)C1=C2C=CNC2=CC=C1